Naringenin-d3 O1[C@@](C(C(=O)C=2C(O)=CC(O)=CC12)([2H])[2H])(C1=CC=C(O)C=C1)[2H]